(E)-3-nitrostyrylsulfonyl fluoride [N+](=O)([O-])C=1C=C(/C=C/S(=O)(=O)F)C=CC1